bromo-5-(4-(4-(trifluoromethyl)phenyl)-1H-1,2,3-triazol-1-yl)-[1,1'-biphenyl]-3-carboxylic acid BrC1=C(C=C(C=C1C(=O)O)N1N=NC(=C1)C1=CC=C(C=C1)C(F)(F)F)C1=CC=CC=C1